titanium mono-cyclopentadienyl-titanium C1(C=CC=C1)[Ti].[Ti]